OB1OCC2=C1C(=CC(=C2)C=O)OC 1-hydroxy-7-methoxy-3H-2,1-benzoxaborole-5-carbaldehyde